3-[6-bromoimidazo[1,5-a]pyridin-1-yl]-5-cyclopropyl-4-[[2-(trimethylsilyl)ethoxy]methyl]-1,2,4-triazole BrC=1C=CC=2N(C1)C=NC2C2=NN=C(N2COCC[Si](C)(C)C)C2CC2